FC(C1=NN=C(O1)C1=CC=C(CN2N=NC(=C2)C2=CC=C(C=O)C=C2)C=C1)F 4-(1-(4-(5-(difluoromethyl)-1,3,4-oxadiazol-2-yl)benzyl)-1H-1,2,3-triazol-4-yl)benzaldehyde